O1C2=C(OC[C@@H]1CN1CCN(CC1)C=1C(=NSN1)N1C(CCC1)=O)C=CC=C2 (S)-1-(4-(4-((2,3-dihydrobenzo[b][1,4]dioxin-2-yl)methyl)piperazin-1-yl)-1,2,5-thiadiazol-3-yl)pyrrolidin-2-one